N(C#N)[Mn]NC#N (Dicyanamido)-manganese